N1(CCCCC1)C1=CC(=NC(=N1)C=1C=NC=CC1)NC1=NC=CC(=C1)OC(F)(F)F 6-(piperidin-1-yl)-2-(pyridin-3-yl)-N-(4-(trifluoromethoxy)pyridin-2-yl)pyrimidin-4-amine